2-(cyclohexylidene)cyclohexanone C1(CCCCC1)=C1C(CCCC1)=O